CC(CC/C=C(/C)\\CC/C=C(\\C)/CC/C=C(\\C)/CCC=C(C)C)CCOP(=O)([O-])OP(=O)([O-])OC1[C@@H]([C@H]([C@@H]([C@H](O1)CO)O[C@H]2[C@@H]([C@H]([C@@H]([C@H](O2)CO)O[C@H]3[C@H]([C@H]([C@@H]([C@H](O3)CO[C@@H]4[C@H]([C@H]([C@@H]([C@H](O4)CO)O)O)O)O)O[C@@H]5[C@H]([C@H]([C@@H]([C@H](O5)CO)O)O)O)O)O)NC(=O)C)O)NC(=O)C The molecule is the dolichyl diphosphooligosaccharide(2-) species that is the dianion formed by loss of protons from the diphospho linkage in alpha-D-Man-(1->3)-[alpha-D-Man-(1->6)]-beta-D-Man-(1->4)-beta-D-GlcNAc-(1->4)-D-GlcNAc(PP-Dol); major microspecies at pH 7.3. It is a conjugate base of an alpha-D-Man-(1->3)-[alpha-D-Man-(1->6)]-beta-D-Man-(1->4)-beta-D-GlcNAc-(1->4)-D-GlcNAc(PP-Dol).